C[Si](C1=CC=C(C=C1)C(=C)C)(OCC)C dimethylethoxy(4-isopropenylphenyl)silane